FC=1C(=C(C=C2CCN(CC12)CCC(C)(C)O)O)N1CC(NS1(=O)=O)=O 5-[8-fluoro-6-hydroxy-2-(3-hydroxy-3-methylbutyl)-1,2,3,4-tetrahydroisoquinolin-7-yl]-1λ6,2,5-thiadiazolidine-1,1,3-trione